4,4'-(1-(4-hydroxy-3,5-diiodophenyl)ethane-1,1-diyl)bis(2-iodophenol) OC1=C(C=C(C=C1I)C(C)(C1=CC(=C(C=C1)O)I)C1=CC(=C(C=C1)O)I)I